isopropyl ((R)-(((R)-1-(4-amino-2-(ethoxymethyl)-1H-imidazo[4,5-c]quinolin-1-yl) propan-2-yl) oxy) (3-methyl-phenoxy) phosphoryl)-L-alaninate NC1=NC=2C=CC=CC2C2=C1N=C(N2C[C@@H](C)O[P@@](=O)(OC2=CC(=CC=C2)C)N[C@@H](C)C(=O)OC(C)C)COCC